C1(=CC=CC=C1)[C@H](C)NC1=CC(N(C(N1)=O)C1=NC=CN=C1)=O (S)-6-((1-phenylethyl)amino)-3-(pyrazin-2-yl)pyrimidine-2,4(1h,3h)-dione